sodium 1-octanol citrate C(CC(O)(C(=O)[O-])CC(=O)[O-])(=O)[O-].C(CCCCCCC)O.[Na+].[Na+].[Na+]